2-((1H-pyrazol-3-yl)methyl)-6-((2,3-dihydro-[1,4]dioxino[2,3-b]pyridin-6-yl)sulfonyl)phthalazin N1N=C(C=C1)CN1CC2=CC=C(C=C2C=N1)S(=O)(=O)C1=CC=C2C(=N1)OCCO2